CN(C(=O)\N=N\C(N(C)C)=O)C (3E)-3-(dimethylcarbamoylimino)-1,1-dimethylurea